1,1'-(3,3',5,5'-tetramethyl[1,1'-biphenyl]-4,4'-diyl)bis{4-amino-2-hydroxy-3-[(E)-diazenyl]naphthalene-1-sulfonic acid} CC=1C=C(C=C(C1C1(C(C(=C(C2=CC=CC=C12)N)\N=N\[H])O)S(=O)(=O)O)C)C1=CC(=C(C(=C1)C)C1(C(C(=C(C2=CC=CC=C12)N)\N=N\[H])O)S(=O)(=O)O)C